(S)-2-((1-(5-(3-isopropylphenyl)-1-methyl-1,2,4-triazol-3-yl)ethyl)carbamoyl)-4-methoxypyridin-3-yl isobutyl carbonate C(OC=1C(=NC=CC1OC)C(N[C@@H](C)C1=NN(C(=N1)C1=CC(=CC=C1)C(C)C)C)=O)(OCC(C)C)=O